C(C)OC(CC1CN(CCC1)C(C(C)OC1=CC=C2C(=CC(OC2=C1)=O)C1=C(C=CC=C1)Cl)=O)=O 2-[1-[2-[4-(2-chlorophenyl)-2-oxo-chromen-7-yl]oxypropionyl]-3-piperidinyl]acetic acid ethyl ester